4-(4-bromo-2,3-difluorophenyl)morpholine BrC1=C(C(=C(C=C1)N1CCOCC1)F)F